4-Methyl-3-(3-(3-nitrophenyl)tetrahydrofuran-3-yl)-4H-1,2,4-triazole 3-dimethylaminopropyl-2-benzylaminobenzoate CN(CCCOC(C1=C(C=CC=C1)NCC1=CC=CC=C1)=O)C.CN1C(=NN=C1)C1(COCC1)C1=CC(=CC=C1)[N+](=O)[O-]